dipropylene glycol mono-n-butyl ether C(CCC)OC(C)COC(C)CO